6-(3,4-dichloro-phenyl)-pyrimidine-4-carboxylic acid (1-methyl-1H-pyrazol-3-yl)-amide CN1N=C(C=C1)NC(=O)C1=NC=NC(=C1)C1=CC(=C(C=C1)Cl)Cl